2-(4-(7-benzyl-1-methyl-4H,6H-benzo[e][1,2,4]triazolo[3,4-c][1,4]oxazepin-8-yl)-1H-pyrazol-1-yl)acetamide C(C1=CC=CC=C1)C1=C(C=CC=2N3C(COCC21)=NN=C3C)C=3C=NN(C3)CC(=O)N